2,6-dichloro-3-((triisopropylsilyl)ethynyl)pyridine ClC1=NC(=CC=C1C#C[Si](C(C)C)(C(C)C)C(C)C)Cl